methylenebismorpholine C(N1CCOCC1)N1CCOCC1